1-[4-(2-{5-[(7R)-7-amino-2-azabicyclo[2.2.1]heptane-2-carbonyl]-7-methoxy-1-methyl-1H-1,3-benzodiazol-2-yl}-1-(cyclopropylmethyl)-1H-pyrrolo[2,3-b]pyridin-6-yl)phenyl]ethane-1,2-diol N[C@H]1C2N(CC1CC2)C(=O)C2=CC1=C(N(C(=N1)C1=CC=3C(=NC(=CC3)C3=CC=C(C=C3)C(CO)O)N1CC1CC1)C)C(=C2)OC